racemic-cyclohexene-1-carboxylic acid C1(=CCCCC1)C(=O)O